diisobutyl 2-benzyl-2-isobutylsuccinate C(C1=CC=CC=C1)C(C(=O)OCC(C)C)(CC(=O)OCC(C)C)CC(C)C